1,1-difluoroethene FC(=C)F